(2-(((3-(methoxymethoxy)naphthalen-1-yl)oxy)methoxy)ethyl)trimethylsilane COCOC=1C=C(C2=CC=CC=C2C1)OCOCC[Si](C)(C)C